FC(CC=1C(=NC=CC1)CN1C(C(=CC2=CC=C(N=C12)C)C1CCC(CC1)C1=CC=CC(=C1C)F)=O)F 1-{[3-(2,2-Difluoroethyl)-2-pyridyl]methyl}-7-methyl-3-[(1r,4r)-4-(2-fluoro-6-tolyl)cyclohexyl]-1,8-diaza-2(1H)-naphthalenone